benzotriazol-1-oxide hexafluorophosphate F[P-](F)(F)(F)(F)F.[N+]=1(NN=C2C1C=CC=C2)[O-]